ClC1=C(OC=2C=C(CN3CCN(CC3)C(=O)N3N=C(C=C3)C(=O)O)C=C(C2)F)C=CC=C1 1-(4-(3-(2-chlorophenoxy)-5-fluorobenzyl)piperazine-1-carbonyl)-1H-pyrazole-3-carboxylic acid